C(C)(C)(C)C1=C(C(=CC=C1)C(C)(C)C)C(CC1=C(C(=C(C1)C)C)C)=NC1=CC=C(C=C1)OC 1-(2,6-di-tert-butylphenyl)-N-(4-methoxyphenyl)-2-(2,3,4-trimethylcyclopenta-1,3-dien-1-yl)ethan-1-imine